C1(CCC1)N(CCN)CCCOC N1-cyclobutyl-N1-(3-methoxypropyl)ethane-1,2-diamine